CS(=O)(=O)N1CCP(CC1)(=O)C1=CC2=C(N=C(N=C2N[C@H](C)C2=C(C(=CC=C2)C(F)(F)F)C)C)C=N1 1-(methanesulfonyl)-4-[2-methyl-4-({(1R)-1-[2-methyl-3-(trifluoromethyl)phenyl]ethyl}amino)pyrido[3,4-d]pyrimidin-6-yl]-1,4lambda5-azaphosphinan-4-one